C(#N)[C@@H](C[C@@H]1C(NCCC1)=O)NC(=O)[C@@H]1N(C[C@@H]2[C@H]1CC(C2)(F)F)C(=O)C=2NC1=C(C(=CC(=C1C2)F)Cl)F (1R,3aS,6aR)-N-((R)-1-cyano-2-((R)-2-oxopiperidin-3-yl)ethyl)-2-(4,7-difluoro-6-chloro-1H-indole-2-carbonyl)-5,5-difluorooctahydrocyclopenta[c]pyrrole-1-carboxamide